C(#N)C1=C(C=C(OC[C@](C(=O)NC=2C=NC(=C(C2)C(F)(F)F)C#N)(C)O)C=C1)F (S)-3-(4-cyano-3-fluorophenoxy)-N-(6-cyano-5-(trifluoromethyl)pyridin-3-yl)-2-hydroxy-2-methylpropionamide